(S)-2-((S)-4,4-difluoro-3-(6-oxo-1,6-dihydropyridin-3-yl)piperidin-1-yl)-N-(5-(pyridin-3-yloxy)pyridin-2-yl)propanamide FC1([C@H](CN(CC1)[C@H](C(=O)NC1=NC=C(C=C1)OC=1C=NC=CC1)C)C1=CNC(C=C1)=O)F